4-(((cyclopropylmethyl)amino)methyl)isoquinolin-1(2H)-one hydrochloride Cl.C1(CC1)CNCC1=CNC(C2=CC=CC=C12)=O